[Cu+2].C(C=1C(O)=CC(O)=CC1)(=O)[O-].C(C=1C(O)=CC(O)=CC1)(=O)[O-] β-resorcylate copper